tert-Butyl (R)-3,4-dichloro-1-((R)-4-(3-methoxyazetidin-1-yl)-2,2-dimethylpyrrolidin-1-yl)-12-oxo-6a,7,9,10-tetrahydro-12H-pyrazino[2,1-c]pyrido[3,4-f][1,4]oxazepine-8(6H)-carboxylate ClC1=C(C2=C(C(N3[C@@H](CO2)CN(CC3)C(=O)OC(C)(C)C)=O)C(=N1)N1C(C[C@H](C1)N1CC(C1)OC)(C)C)Cl